CC1=C(SC=C1)C=1SC=CC1C=1SC=CC1C=1SC=CC1C 3,3'''-Dimethyl-2,2':3',2'':3'',2'''-quaterthiophene